BrC1=C(C=CC(=C1)Cl)C1=CC=C(C=C1)N1CCN(CC1)C(=O)OC(C)(C)C Tert-butyl 4-(2'-bromo-4'-chloro[1,1'-biphenyl]-4-yl)piperazine-1-carboxylate